(4S)-8-bromo-7-chloro-6-(2,6-difluorophenyl)-1,4-dimethyl-4H-[1,2,4]triazolo[4,3-a][1,4]benzodiazepine BrC=1C=CC2=C(C(=N[C@H](C=3N2C(=NN3)C)C)C3=C(C=CC=C3F)F)C1Cl